2-{4-[5-Amino-6-((1R,2R)-2-amino-cyclopentyloxy)-pyrazin-2-yl]-benzylamino}-5-cyano-N-[(S)-1-(4-fluorophenyl)-ethyl]-nicotinamide NC=1N=CC(=NC1O[C@H]1[C@@H](CCC1)N)C1=CC=C(CNC2=C(C(=O)N[C@@H](C)C3=CC=C(C=C3)F)C=C(C=N2)C#N)C=C1